ClC1=C(C(=O)N(C)C)C=CC(=C1)NC1CN(C1)C1CCN(CC1)C(C(F)(F)C1=C(C=CC=C1)Cl)=O 2-chloro-4-(1-(1-(2-(2-chlorophenyl)-2,2-difluoroacetyl)piperidin-4-yl)azetidin-3-ylamino)-N,N-dimethylbenzamide